(1R,6S)-2,2-difluoro-6-{[1-(propan-2-yl)-1H-pyrazol-4-yl]oxy}cyclohexan-1-amine FC1([C@@H]([C@H](CCC1)OC=1C=NN(C1)C(C)C)N)F